OC(CC(CCC=C(C)C)C)S(=O)(=O)[O-].[Na+] sodium 1-hydroxy-3,7-dimethyl-6-octene-1-sulfonate